BrC=1C2=C(N(CCC1C=1OC(=NN1)C1CC1)C(=O)C1=CC(=C(C=C1)C)F)C=CC=C2 (5-bromo-4-(5-cyclopropyl-1,3,4-oxadiazol-2-yl)-2,3-dihydro-1H-benzo[b]azepin-1-yl)(3-fluoro-4-methylphenyl)methanone